tert-butyl 5-methyl-4-(prop-2-enoyl)-1-oxa-4,9-diazaspiro[5.5]undecane-9-carboxylate CC1N(CCOC12CCN(CC2)C(=O)OC(C)(C)C)C(C=C)=O